tert-Butyl N-[cis-4-(4-amino-3-{1H-pyrrolo[2,3-b]pyridin-2-yl}-1H-pyrazolo[3,4-d]pyrimidin-1-yl)cyclohexyl]carbamate NC1=C2C(=NC=N1)N(N=C2C2=CC=1C(=NC=CC1)N2)[C@H]2CC[C@H](CC2)NC(OC(C)(C)C)=O